N=1C=NN2C1C=C(C=C2)OC2=C(C=C(C=C2)NC=2C1=C(N=CN2)NC(=C1)C=1C=C(C=CC1)NC(\C=C\CN(C)C)=O)C (E)-N-(3-(4-((4-([1,2,4]triazolo[1,5-a]pyridin-7-yloxy)-3-methylphenyl)amino)-7H-pyrrolo[2,3-d]pyrimidin-6-yl)phenyl)-4-(dimethylamino)but-2-enamide